C(C)OC(C(C(=O)OCC)(CC1=C(C=CC=C1C(=O)OC)OC)NC(C)=O)=O (acetylamino)[2-methoxy-6-(methoxycarbonyl)benzyl]malonic acid diethyl ester